5-Oxo-5,6,7,8-tetrahydronaphthalene-1-carbonitrile O=C1C=2C=CC=C(C2CCC1)C#N